C(CCCCC)OC(=O)N=C(N)C1=CC=C(C=C1)NCC1=NC2=C(N1C)C=CC(=C2)C(=O)N(CCC(=O)OCC)C2=NC=CC=C2 ethyl N-[(2-{[(4-{N'-[(hexyloxy) carbonyl]carbamimidoyl}phenyl)amino]methyl}-1-methyl-1H-benzimidazol-5-yl) carbonyl]-N-2-pyridinyl-β-alaninate